2-[2-(2-methoxyethoxy)ethyl-amino]acetic acid COCCOCCNCC(=O)O